methyl 4-(((1-methyl-1H-pyrazol-3-yl)methyl)thio)-3-nitrobenzoate Methyl-4-mercapto-3-nitrobenzoate COC(C1=CC(=C(C=C1)S)[N+](=O)[O-])=O.CN1N=C(C=C1)CSC1=C(C=C(C(=O)OC)C=C1)[N+](=O)[O-]